C[C@@H]1OCC2([C@@H]1N)CCN(CC2)C2=NC=C(C=1N2C=CN1)SC=1C=2N(C=CC1)N=CC2 (3S,4S)-3-methyl-8-(8-(pyrazolo[1,5-a]pyridin-4-ylthio)imidazo[1,2-c]pyrimidin-5-yl)-2-oxa-8-azaspiro[4.5]decan-4-amine